ClC1=C(C(O)=CC(=C1)Cl)O 3,5-dichloropyrocatechol